COC1CCC(CC1)NC(=O)C1=NC(=NC(=C1)C1(COC1)C)C1=CN=CN1C N-((1r,4r)-4-methoxycyclohexyl)-2-(1-methyl-1H-imidazol-5-yl)-6-(3-methyloxetan-3-yl)pyrimidine-4-carboxamide